N1C(N=CC2=C1C=CC=N2)=O PYRIMIDO-PYRIDONE